1-butyl-2,3-dimethyl-imidazole bromide [Br-].C(CCC)N1C(N(C=C1)C)C